N[C@@H](C)C(=O)OC(C)(C)C t-butyl L-alaninate